FC1=C(C=C(C=C1)NC(C(C)(C)C)=O)C(=O)C=1C=C2N=C(C=NC2=CC1)O N-(4-fluoro-3-(3-hydroxyquinoxaline-6-carbonyl)phenyl)trimethylacetamide